NCCC1N(CCSC1C(=O)N)C1=C2NC=NC2=NC=N1 (2-aminoethyl)-4-(7H-purin-6-yl)thiomorpholine-2-carboxamide